C(#N)CC1(C(CN(CC1)CC1=CC=C(C=C1)C1=CC=CC=C1)F)N1N=C(C(=C1)C(=O)N)NC(=O)C1CC1 1-[4-(cyanomethyl)-3-fluoro-1-[(4-phenylphenyl)methyl]-4-piperidyl]-3-(cyclopropanecarbonylamino)pyrazole-4-carboxamide